CN1C(C(=CC2=CC=CC=C12)C(=O)NC1=NC=CC=C1)=O 1-Methyl-2-oxo-N-(2-pyridyl)quinoline-3-carboxamide